rac-N-{[4-(3-methylbutyl)-2,5-dioxoimidazolidin-4-yl]methyl}-4'-(trifluoromethyl)[biphenyl]-2-carboxamide CC(CC[C@@]1(NC(NC1=O)=O)CNC(=O)C=1C(=CC=CC1)C1=CC=C(C=C1)C(F)(F)F)C |r|